ClC=1C=C(C(=O)NC2=CC=C(C=C2)[C@H]2CNCCC2)C=CC1Cl 3,4-Dichloro-N-((S)-4-piperidin-3-yl-phenyl)-benzamide